(E)-1-oxacyclohexadec-6-en-3-one O1CC(CC\C=C\CCCCCCCCC1)=O